C[C@H]1C(C(=C[C@@]2([C@@H]1CCCC1=C2N=C(N=C1C1=CC=CC=C1)C1=C2C=CC=NC2=CC=C1)C)C#N)=O (7aR,8R,11aS)-8,11a-dimethyl-9-oxo-4-phenyl-2-(quinolin-5-yl)-6,7,7a,8,9,11a-hexahydro-5H-benzo[6,7]cyclohepta[1,2-d]pyrimidine-10-carbonitrile